(chloromethyl)ethylene oxide ClCC1CO1